6-chloro-5-fluoro-2,3-dihydro-1H-inden-4-carbaldehyde ClC=1C(=C(C=2CCCC2C1)C=O)F